C(C)OC(=O)C=1C(=NC(=NC1)SC)N[C@@H]1C[C@@H](C1)C(N)=O 4-((cis-3-carbamoyl-cyclobutyl)amino)-2-(methylsulfanyl)pyrimidine-5-carboxylic acid ethyl ester